C(C)(=O)N1C=C(C=2C1=NC=C(C2)F)C(=O)O 1-acetyl-5-fluoro-1H-pyrrolo[2,3-b]pyridine-3-carboxylic acid